NC=1C=C(C=C(C1)C(F)(F)F)[C@@H](C)NC1=NC(=NC2=CC3=C(C=C12)C(CC3)N3CCN(CC3)C3CC3)C N-{(R)-1-[3-amino-5-(trifluoromethyl)phenyl]ethyl}-6-(4-cyclopropylpiperazin-1-yl)-2-methyl-7,8-dihydro-6H-cyclopenta[g]quinazolin-4-amine